methylenebissulfonate C(S(=O)(=O)[O-])S(=O)(=O)[O-]